C1(=CC(=CC=C1)C1=NC(=NC(=N1)Cl)C1=CC=2C(C3=CC=CC=C3C2C=C1)(C)C)C1=CC=CC=C1 2-biphenyl-3-yl-4-chloro-6-(9,9-dimethyl-9H-fluoren-2-yl)-[1,3,5]triazine